Cl.O=C1N(CC2=CC(=CC=C12)N1CC2(CC1)CNCC2)C2C(NC(CC2)=O)=O 3-(1-oxo-5-(2,7-diazaspiro[4.4]nonan-2-yl)isoindol-2-yl)piperidine-2,6-dione hydrochloride